FCCOCCF bis-(2-fluoro-ethyl)ether